(4-azidobutoxy)benzene N(=[N+]=[N-])CCCCOC1=CC=CC=C1